3-bromo-1H-pyrrolo[2,3-b]pyridine-2-carboxylic acid BrC1=C(NC2=NC=CC=C21)C(=O)O